FC=1C=C(C=CC1)N(C(=O)OCC1CCC(CC1)COCC(=O)[O-])C1=CC=CC=C1.[K+] Potassium 2-(((1r,4r)-4-(((3-Fluorophenyl)(phenyl)carbamoyloxy)methyl)cyclohexyl)methoxy)acetate